FC(C1=CC=C(C=C1)NC(C1=CN=CC=C1)=O)(F)F N-(4-(trifluoromethyl)phenyl)nicotinamide